perfluorophenyl 7-((bis(((isopropoxycarbonyl)oxy)methoxy)phosphoryl)difluoromethyl)-2-naphthoate C(C)(C)OC(=O)OCOP(=O)(OCOC(=O)OC(C)C)C(C1=CC=C2C=CC(=CC2=C1)C(=O)OC1=C(C(=C(C(=C1F)F)F)F)F)(F)F